O1CC(C1)N1N=CC=2C1=NC(=NC2N2C[C@@H]1[C@H](C2)COC1)C#C[Si](C)(C)C (3aR,6aS)-5-(1-(Oxetan-3-yl)-6-((Trimethylsilyl)ethynyl)-1H-pyrazolo[3,4-d]pyrimidin-4-yl)hexahydro-1H-furo[3,4-c]pyrrole